4-[5-chloro-7-(5-chloro-2-fluorophenyl)-1H,2H,3H-pyrido[3,4-b][1,4]oxazin-1-yl]pyridine ClC1=NC(=CC2=C1OCCN2C2=CC=NC=C2)C2=C(C=CC(=C2)Cl)F